ClC1=CC=C(CN2C3(CN(C3)C=3N=NC(=CC3)Cl)C(N(CC2=O)C(C)C)=O)C=C1 5-(4-chlorobenzyl)-2-(6-chloropyridazin-3-yl)-8-isopropyl-2,5,8-triazaspiro[3.5]nonane-6,9-dione